((1R,5S,6r)-3-(3-(4-chloro-2-(difluoromethyl)-4,7-dihydro-2H-indazol-5-yl)-1H-pyrazolo[3,4-b]pyrazin-6-yl)-6-(isothiazol-3-yl)-3-azabicyclo[3.1.0]hexan-6-yl)methanamine ClC1C2=CN(N=C2CC=C1C1=NNC2=NC(=CN=C21)N2C[C@H]1C([C@H]1C2)(C2=NSC=C2)CN)C(F)F